7-chloro-1'-(ethoxycarbonyl)-4-methylspiro[benzo[d][1,3]dioxole-2,4'-piperidine]-5-carboxylic acid ClC1=CC(=C(C2=C1OC1(CCN(CC1)C(=O)OCC)O2)C)C(=O)O